CC1CN2C(O1)=C(C=N2)S(=O)NC(C2=CC=CC=C2)(C2=CC=CC=C2)C2=CC=CC=C2 2-methyl-N-trityl-2,3-dihydropyrazolo[5,1-b]oxazole-7-sulfinamide